N=CCCNCCC Iminobispropylamin